ONC(=O)C=1OC2=C(C1)C=CC=C2 N-hydroxybenzofuran-2-carboxamide